(R)-6-chloro-5-methyl-3-(piperidin-3-ylamino)pyridazine-4-carbonitrile ClC1=C(C(=C(N=N1)N[C@H]1CNCCC1)C#N)C